OC12C(C=3C=C(SC3N=C2N(CC1)C1=CC=C(C=C1)NS(=O)(=O)C)C)=O N-(4-{9-hydroxy-5-methyl-8-oxo-4-thia-2,12-diazatricyclo[7.3.0.03,7]dodeca-1,3(7),5-trien-12-yl}phenyl)methane-sulfonamide